(S)-3-amino-1-methyl-3-(prop-2-yn-1-yl)pyrrolidin-2-one hydrochloride Cl.N[C@@]1(C(N(CC1)C)=O)CC#C